(5aR,5bS,7aS,10aS,10bR)-5a,7a-dimethyl-2-phenyl-5,5a,5b,6,7,7a,8,9,10,10a,10b,11-dodecahydro-4H-cyclopenta[7,8]phenanthro[2,1-d]thiazol-8-ol C[C@@]12CCC=3N=C(SC3C2=CC[C@H]2[C@H]3[C@](CC[C@H]12)(C(CC3)O)C)C3=CC=CC=C3